N-[(6-Amino-2-pyridyl)sulfonyl]-2-(3,5-dimethylazepan-1-yl)-6-(3-fluoro-5-isobutoxyphenyl)pyridin-3-carboxamid NC1=CC=CC(=N1)S(=O)(=O)NC(=O)C=1C(=NC(=CC1)C1=CC(=CC(=C1)OCC(C)C)F)N1CC(CC(CC1)C)C